C(C)(=O)NC[C@@H](C)C1=CC=C(C=C1)NC1=NC=NC2=CC(=C(C=C12)OC(C)=O)OC (S)-4-[4-(2-acetamido-1-methylethyl)phenylamino]-7-methoxy-6-acetoxyquinazoline